5-chloro-1-(1-((cis)-3-fluorocyclobutyl)-1H-pyrazol-4-yl)-6-(4-(3-methyloxetan-3-yl)piperazin-1-yl)-1H-indazole ClC=1C=C2C=NN(C2=CC1N1CCN(CC1)C1(COC1)C)C=1C=NN(C1)[C@@H]1C[C@@H](C1)F